O=C(OCCCOCCOCCOCCC(=O)O)C1=CC=CC=C1 oxo-1-phenyl-2,6,9,12-tetraoxapentadecane-15-oic acid